NC1=CC=C(OC2=CC(=C(C=C2)N)CCC)C=C1 4-(4-aminophenoxy)-2-propylbenzenamine